α-methyl-L-homocysteine C[C@](N)(CCS)C(=O)O